3-[2-oxo-6-(4-piperidylamino)benzo[cd]indol-1-yl]piperidin O=C1N(C2=CC=C(C=3C2=C1C=CC3)NC3CCNCC3)C3CNCCC3